10,12-tricosadiynoic acid C(CCCCCCCCC#CC#CCCCCCCCCCC)(=O)O